2-(tert-butylphenyl)-4-phenyl-pyrrole C(C)(C)(C)C1=C(C=CC=C1)C=1NC=C(C1)C1=CC=CC=C1